FC1=CC=C(C=C1)NC(=O)C1(CCC1)C=1C=C2CCCN(C2=CC1)C(=O)C1=NOC(=N1)C N-(4-fluorophenyl)-1-[1-(5-methyl-1,2,4-oxadiazole-3-carbonyl)-1,2,3,4-tetrahydroquinolin-6-yl]cyclobutane-1-carboxamide